FC=1C=C(C=CC1OC)C(CC(=O)O)C=1OC(=C(N1)CCCCC1=NC=2NCCCC2C=C1)C 3-(3-fluoro-4-methoxyphenyl)-3-(5-methyl-4-(4-(5,6,7,8-tetrahydro-1,8-naphthyridin-2-yl)butyl)oxazol-2-yl)propionic acid